O=C1N(C(CC1)=O)OC(CCCC(=O)NCCO[C@@H]1[C@H](O)[C@@H](O[C@@H]2[C@@H](O)[C@@H](O)[C@H](O)[C@H](O2)CO)[C@H](O)[C@H](O1)CO[C@@H]1[C@@H](O)[C@@H](O)[C@H](O)[C@H](O1)CO)=O 5-[(2,5-Dioxopyrrolidin-1-yl)oxy]-N-(2-{[α-D-mannopyranosyl-(1→3)-[α-D-mannopyranosyl-(1→6)]-α-D-glucopyranosyl]oxy}ethyl)-5-oxo-pentanamide